6-chloro-7-(2-cyclopropyl-4-morpholinyl)-1-(2,6-diethylphenyl)-4-((2S)-2-methyl-4-(2-propenoyl)-1-piperazinyl)pyrido[2,3-d]pyrimidin-2(1H)-one ClC1=CC2=C(N(C(N=C2N2[C@H](CN(CC2)C(C=C)=O)C)=O)C2=C(C=CC=C2CC)CC)N=C1N1CC(OCC1)C1CC1